N-(2,6-dioxo-3-piperidinyl)-3,4-dihydro-2H-1-benzopyran-4-carboxamide O=C1NC(CCC1NC(=O)C1CCOC2=C1C=CC=C2)=O